23-amino-3,6,9,12,15,18,21-heptaoxatricosan-1-ol NCCOCCOCCOCCOCCOCCOCCOCCO